C(C=C(C)CCC=C(C)CCC=C(C)C)SC=1C(C(=O)O)=CC=CC1 S-trans,trans-farnesyl-thiosalicylic acid